BrC1=CN=C(N=N1)N1CCC2(CC1)[C@@H](C=1C(=NC=CC1)C2)N (S)-1'-(6-bromo-1,2,4-triazine-3-yl)-5,7-dihydrospiro[cyclopenta[b]pyridine-6,4'-piperidin]-5-amine